[Sn].[W] tungsten stannum